4-chloro-N-neopentylpyridinamide ClC1=CC(=NC=C1)C(=O)NCC(C)(C)C